(2R,4S)-N-((S)-1-(((6-amino-2-methylpyridin-3-yl)methyl)amino)-1-oxopropan-2-yl)-4-(3-methylbenzyl)pyrrolidine-2-carboxamide dihydrochloride Cl.Cl.NC1=CC=C(C(=N1)C)CNC([C@H](C)NC(=O)[C@@H]1NC[C@H](C1)CC1=CC(=CC=C1)C)=O